CC1=CC(=C(N=C1)C2=N[C@@](C(=O)N2)(C)C(C)C)C(=O)[O-].[NH4+] The molecule is an ammonium salt resulting from the formal reaction of the carboxy group of (S)-imazapic with 1 mol eq. of ammonia. It contains a (S)-imazapic(1-). It is an enantiomer of a (R)-imazapic-ammonium.